8-tert-butyl 7-methyl (7R)-1,4-dioxa-8-azaspiro[4.5]-decane-7,8-dicarboxylate O1CCOC12C[C@@H](N(CC2)C(=O)OC(C)(C)C)C(=O)OC